3-[[4-fluoro-3-(4,4,5,5-tetramethyl-1,3,2-dioxaborolan-2-yl)phenoxy]methyl]pentane-3-ol FC1=C(C=C(OCC(CC)(CC)O)C=C1)B1OC(C(O1)(C)C)(C)C